ClC1=C(C=C(C=C1)[C@@H](CC(=O)[O-])C1CC1)NC([C@@H]([C@H](C(F)(F)F)C)C1=CC=C(C=C1)Cl)=O.[Na+] sodium (3S)-3-(4-chloro-3-{[(2S,3R)-2-(4-chlorophenyl)-4,4,4-trifluoro-3-methylbutanoyl]amino}phenyl)-3-cyclopropyl-propanoate